C(C)(C)(C)OC(=O)C1(CC(C1)N)N 1-tert-butyloxycarbonyl-3-aminocyclobutylamine